(2-(((3-chloro-2-fluorophenyl)(cyclobutyl)methyl)(cyclopropyl)amino)ethyl)carbamic acid tert-butyl ester C(C)(C)(C)OC(NCCN(C1CC1)C(C1CCC1)C1=C(C(=CC=C1)Cl)F)=O